tert-butyl 6-[1-(8-chloro-2-methyl-1-oxo-phthalazin-5-yl)ethyl]-2-azaspiro[3.3]heptane-2-carboxylate ClC=1C=CC(=C2C=NN(C(C12)=O)C)C(C)C1CC2(CN(C2)C(=O)OC(C)(C)C)C1